4,8-dihexyl-2,6-bis(3-hexylthiophene-2-yl)benzo[1,2-b:4,5-b']dithiophene C(CCCCC)C1=C2C(SC(=C2)C=2SC=CC2CCCCCC)=C(C2=C1SC(=C2)C=2SC=CC2CCCCCC)CCCCCC